(R)-8-(2-fluoro-4-(trifluoromethyl)phenyl)-2,3-dimethyl-6-(2-(1-methyl-1H-pyrazol-4-yl)morpholino)pyrido[3,4-d]pyrimidin-4(3H)-one FC1=C(C=CC(=C1)C(F)(F)F)C1=NC(=CC2=C1N=C(N(C2=O)C)C)N2C[C@H](OCC2)C=2C=NN(C2)C